tert-butyl 3-(3-chloro-2-methylphenyl)-3-((2-methyl-1-oxo-1,2-dihydroisoquinolin-7-yl)amino)azetidine-1-carboxylate ClC=1C(=C(C=CC1)C1(CN(C1)C(=O)OC(C)(C)C)NC1=CC=C2C=CN(C(C2=C1)=O)C)C